COC(C(=C)NC(C(=C)NC(=O)C=1N=C(SC1)C1=CC=C(C=C1)NC(=O)C)=O)=O 2-(2-(2-(4-Acetaminophenyl)thiazole-4-carboxamido)acrylamido)acrylic acid methyl ester